N1C=C(C2=CC=CC=C12)CCNC=1C2=C(N=C(N1)C=1C=NC=C(C1)F)CN(CC2)CC#N 2-(4-((2-(1H-indol-3-yl)ethyl)amino)-2-(5-fluoropyridin-3-yl)-5,8-dihydropyrido[3,4-d]pyrimidin-7(6H)-yl)acetonitrile